FC1=C(OC2C[C@H]3[C@H](CNC3)C2)C=CC(=C1)C(F)(F)F |r| rac-(3aS,6aR)-5-[2-Fluoro-4-(trifluoromethyl)phenoxy]-1,2,3,3a,4,5,6,6a-octahydrocyclopenta[c]pyrrole